4-(imidazo[1,2-a]pyridin-3-yl)-N-(5-morpholinopyridin-2-yl)pyrimidin-2-amine N=1C=C(N2C1C=CC=C2)C2=NC(=NC=C2)NC2=NC=C(C=C2)N2CCOCC2